CN(CCN1N=CC(=C1)C=1C(=C(NC1C1=NC2=NC(=NC=C2N1)N1CCN(CC1)C)C)C(C)=O)C 1-(4-{1-[2-(dimethylamino)ethyl]-1H-pyrazol-4-yl}-2-methyl-5-[2-(4-methylpiperazin-1-yl)-7H-purin-8-yl]-1H-pyrrol-3-yl)ethan-1-one